FC=1C=C(CNP(OCC)(=O)C2=CC=C(C=C2)C2=NOC(=N2)C(F)(F)F)C=C(C1)F ethyl N-(3,5-difluorobenzyl)-P-(4-(5-(trifluoromethyl)-1,2,4-oxadiazol-3-yl)phenyl)phosphonamidate